C(C)(C)(C)OC(=O)N1C(C[C@@H](C1)C1=C(C(=CC=C1F)F)F)C#N (4R)-2-cyano-4-(2,3,6-trifluorophenyl)pyrrolidine-1-carboxylic acid tert-butyl ester